N(C(=N)N)CC1=CC=C(C=C1)NC(=O)C12CCC(CC1)(CC2)C(=O)NC2=NC=C(N=C2)C=2CCN(CC2)C(N)=N bicyclo[2.2.2]octane-1,4-dicarboxylic acid [5-(1-carbamimidoyl-1,2,3,6-tetrahydro-pyridin-4-yl)-pyrazin-2-yl]-amide (4-guanidinomethyl-phenyl)-amide